1-(tert-butoxycarbonyl)-3-methylpiperidin-3-carboxylic acid C(C)(C)(C)OC(=O)N1CC(CCC1)(C(=O)O)C